NC1=C(SC2=NC(=CC=C21)C)C(=O)N[C@@H]2CC=1C=CC(=NC1CC2)N2C[C@@H](NCC2)C 3-amino-6-methyl-N-[(6S)-2-[(3S)-3-methylpiperazin-1-yl]-5,6,7,8-tetrahydroquinolin-6-yl]thieno[2,3-b]pyridine-2-carboxamide